methyl (4S)-4-hydroxy-2,3-dimethylpentanoate O[C@H](C(C(C(=O)OC)C)C)C